N-(2-(2,6-dioxopiperidin-3-yl)-1,3-dioxoisoindolin-4-yl)pent-4-ynamide O=C1NC(CCC1N1C(C2=CC=CC(=C2C1=O)NC(CCC#C)=O)=O)=O